C1=C(C=CC2=CC=CC=C12)N1N=CC(=C1)\C=C/1\C(NC(S1)=O)=O (5Z)-5-[[1-(2-naphthyl)pyrazol-4-yl]methylene]thiazolidine-2,4-dione